COC(C(CCCCC#N)(C1=CC=CC=C1)C1=C(C=CC=C1)Cl)=O 2-(2-chlorophenyl)-6-cyano-2-phenylhexanoic acid methyl ester